C(C1=CC=CC=C1)OC=1C=C2C(=NC(=NC2=CC1OC)C)N[C@H](C)C1=CC(=CC(=C1)C(F)(F)F)[N+](=O)[O-] (R)-6-(benzyloxy)-7-methoxy-2-methyl-N-(1-(3-nitro-5-(trifluoromethyl)phenyl)ethyl)quinazolin-4-amine